9-cis,12-cis-octadecadienoate CCCCC/C=C\C/C=C\CCCCCCCC(=O)O